[Sm].[La].[Zr].[Ce] cerium-zirconium lanthanum samarium